methyl (R)-2-((tert-butoxycarbonyl)(methyl)amino)-5,5,5-trifluoropentanoate C(C)(C)(C)OC(=O)N([C@@H](C(=O)OC)CCC(F)(F)F)C